COC1=CC=C(CN2C(C=NC3=CC=CC=C23)=O)C=C1 1-(4-methoxybenzyl)quinoxalin-2(1H)-one